[3-methyl-1-(2H-tetraazol-5-yl)butyl]-4-isoquinolylamine CC(CC(C=1N=NNN1)NC1=CN=CC2=CC=CC=C12)C